1,3-dibromo-5,5-dimethylimidazoline-2,4-dione BrN1C(N(C(C1(C)C)=O)Br)=O